4'-acetamidoacetophenone C(C)(=O)NC1=CC=C(C=C1)C(C)=O